(2R)-2-[4-[(E)-3-[4-(Methylamino)-3-nitrophenyl]prop-2-enoyl]phenoxy]propanoic acid CNC1=C(C=C(C=C1)/C=C/C(=O)C1=CC=C(O[C@@H](C(=O)O)C)C=C1)[N+](=O)[O-]